Di(tert-butyl)(fluoro)[1-(2-methoxyethyl)-1H-1,4-diazainden-2-yl]silane C(C)(C)(C)[Si](C=1N(C2=CC=CN=C2C1)CCOC)(F)C(C)(C)C